CN1C(C(CC1)NC1=CC=C(C=C1)[C@H]1NC[C@@H](CC1)C)=O 1-methyl-3-[4-[(2S,5R)-5-methyl-2-piperidyl]anilino]pyrrolidin-2-one